CC=1C=C(NC2=NC=C(C(=N2)N[C@H](CO)C2=CC=CC=C2)C2=NN=NN2)C=CC1S(=O)(=O)C (2S)-2-[[2-(3-methyl-4-methylsulfonyl-anilino)-5-(1H-tetrazol-5-yl)pyrimidin-4-yl]amino]-2-phenyl-ethanol